3-[4-(1H-pyrazolo[4,3-b]pyridin-6-yloxy)phenyl]-1-[5-(trifluoromethyl)-3-pyridinyl]-2,4-imidazolidinedione N1N=CC2=NC=C(C=C21)OC2=CC=C(C=C2)N2C(N(CC2=O)C=2C=NC=C(C2)C(F)(F)F)=O